N-(3-chloro-2-fluorophenyl)-7-(((1R,5S,6s)-3-methyl-3-azabicyclo[3.1.0]hexan-6-yl)ethynyl)-6-nitroquinazolin-4-amine ClC=1C(=C(C=CC1)NC1=NC=NC2=CC(=C(C=C12)[N+](=O)[O-])C#CC1[C@@H]2CN(C[C@H]12)C)F